cobalt phosphorus [P].[Co]